BrC1=CC(=C(CC2(CN(C2)C(=O)OC(C)(C)C)CO)C=C1)F tert-butyl 3-(4-bromo-2-fluorobenzyl)-3-(hydroxymethyl)azetidine-1-carboxylate